NN(C1=C2NC=NC2=NC=N1)N diaminoadenine